[O].[Te].CC(COCCOCCO)(C)O Dimethyltriethylene glycol tellurium oxygen